1-(4-(3-(pyrimidin-2-yloxy)benzyl)piperazine-1-carbonyl)-1H-pyrazole-3-carboxylic acid N1=C(N=CC=C1)OC=1C=C(CN2CCN(CC2)C(=O)N2N=C(C=C2)C(=O)O)C=CC1